17α-hydroxypregna-4-ene-3,20-dione caproate C(CCCCC)(=O)O.O[C@]1(C(C)=O)CC[C@H]2[C@@H]3CCC4=CC(CC[C@]4(C)[C@H]3CC[C@]12C)=O